N-(4-Chloro-3-cyano-1H-indol-7-yl)-1-[1-(hydroxymethyl)cyclopropyl]pyrazol-4-sulfonamid ClC1=C2C(=CNC2=C(C=C1)NS(=O)(=O)C=1C=NN(C1)C1(CC1)CO)C#N